OC1=C(C=C(C=C1)O)P(C1=CC=CC=C1)(C1=CC=CC=C1)=O 2,5-dihydroxyphenyl-(diphenyl)phosphorus oxide